N,N'-di-[3-(cyclohexanesulfonyloxy)phenyl]urea C1(CCCCC1)S(=O)(=O)OC=1C=C(C=CC1)NC(=O)NC1=CC(=CC=C1)OS(=O)(=O)C1CCCCC1